C(C)(C)(C)OC(=O)NC1=C(C(=NC=C1)N1N=CC(=C1C(F)(F)F)C(=O)OCC)Cl ethyl 1-(4-((tert-butoxycarbonyl)amino)-3-chloropyridin-2-yl)-5-(trifluoromethyl)-1H-pyrazole-4-carboxylate